di(sulfosuccinimido) suberate C(CCCCCCC(=O)ON1C(C(CC1=O)S(=O)(=O)O)=O)(=O)ON1C(C(CC1=O)S(=O)(=O)O)=O